cis-3-hydroxycyclohexane-1-carboxylate O[C@H]1C[C@H](CCC1)C(=O)[O-]